COC(C(CC=C)(C)C)=O 2,2-Dimethylpent-4-enoic acid methyl ester